[5-[3-chloro-6-fluoro-2-[2-(4-fluorophenyl)ethyl]phenyl]-1,3-dimethyl-6-oxo-pyridazin-4-yl]2-methylpropanoate ClC=1C(=C(C(=CC1)F)C1=C(C(=NN(C1=O)C)C)OC(C(C)C)=O)CCC1=CC=C(C=C1)F